CN(CCN1N=C(C=C1C)C1=CC=2N=C(N=C(C2O1)N1CCOCC1)N1N=CC(=C1)C=1C=C(C=CC1)C)C N,N-dimethyl-2-[5-methyl-3-[4-morpholino-2-[4-(m-tolyl)pyrazol-1-yl]furo[3,2-d]pyrimidin-6-yl]pyrazol-1-yl]ethanamine